C(#N)C=1C(=NC(=NC1)NC=1C=C2C=C(C(N(C2=CC1)C)=O)OCC(=O)NC)N1C[C@H](C([C@H](C1)C)(F)F)CCO 2-((6-((5-Cyano-4-((3R,5S)-4,4-difluoro-3-(2-hydroxyethyl)-5-methylpiperidin-1-yl)pyrimidin-2-yl)amino)-1-methyl-2-oxo-1,2-dihydroquinolin-3-yl)oxy)-N-methylacetamide